C(C)(=O)O[C@@H]1C[C@H]2C(C=C3[C@@]4(CC[C@H]([C@@H]([C@@H](CCC(C)(C)O)O)C)[C@]4(CC[C@@H]3[C@]2(C[C@@H]1OP(=O)(O)O)C)C)O)=O (22R)-14,22,25-trihydroxy-6-oxo-2beta-(phosphonooxy)-5beta-cholest-7-en-3beta-yl acetate